O=C1N(C[C@H](N1)C(F)(F)F)CC1=CC2=C(N(C(=N2)C=O)COCC[Si](C)(C)C)C=C1 (S)-5-((2-oxo-4-(trifluoromethyl)imidazolidin-1-yl)methyl)-1-((2-(trimethylsilyl)ethoxy)methyl)-1H-benzo[d]imidazole-2-carbaldehyde